ClC=1C=C(C=CC1OC1=CC=C(C=C1)Cl)C1=NC=2N(C(NC(C2N1C)=O)=O)CC(C(F)(F)F)O 8-(3-chloro-4-(4-chlorophenoxy)phenyl)-7-methyl-3-(3,3,3-trifluoro-2-hydroxypropyl)-3,7-dihydro-1H-purine-2,6-dione